NC1=C(C(=O)NC23CC(C2)(C3)CO)C=C(C=N1)C1=CC=C(C=C1)C13CN(CC3C1)C1CCOCC1 2-amino-N-(3-(hydroxymethyl)bicyclo[1.1.1]pent-1-yl)-5-(4-(3-(tetrahydro-2H-pyran-4-yl)-3-azabicyclo[3.1.0]hex-1-yl)phenyl)nicotinamide